1-(5-amino-1,3,4-thiadiazol-2-yl)cyclopropane-1-carbonitrile NC1=NN=C(S1)C1(CC1)C#N